The molecule is an aprotoxin having the common aprotoxin cyclodepsipeptide skeleton where the isoleucyl residue carries an N-methyl substituent and the side-chain adjacent to the lactone is tert-butyl. It has a role as a metabolite and an antineoplastic agent. It is an apratoxin and a member of 1,3-thiazoles. CC[C@H](C)[C@H]1C(=O)N2CCC[C@H]2C(=O)O[C@@H](C[C@H](C[C@@H]([C@@H](C3=N[C@H](CS3)/C=C(/C(=O)N[C@H](C(=O)N([C@H](C(=O)N1C)C)C)CC4=CC=C(C=C4)OC)\\C)C)O)C)C(C)(C)C